tert-butyl (2-(1-cyclopropylimidazo[1,5-a]pyridin-3-yl)propan-2-yl)carbamate C1(CC1)C=1N=C(N2C1C=CC=C2)C(C)(C)NC(OC(C)(C)C)=O